N=1C=C(N2C1C=CC=C2)C(=O)N2CC1=C(CC2)C(=CS1)C(=O)NC=1C=NC=C(C1)OC(F)(F)F 6-(Imidazo[1,2-a]pyridin-3-carbonyl)-N-(5-(trifluoromethoxy)pyridin-3-yl)-4,5,6,7-tetrahydrothieno[2,3-c]pyridin-3-carboxamid